[(1R)-2,2-difluoro-1-{[(3R)-3-fluoropyrrolidin-1-yl]methyl}cyclopropyl]methanol FC1([C@](C1)(CN1C[C@@H](CC1)F)CO)F